6-(7,8-Dimethyl-[1,2,4]triazolo[4,3-b]pyridazin-6-yl)-7,8-dihydro-5H-1,6-naphthyridine-3-carboxylic acid CC1=C(C=2N(N=C1N1CC=3C=C(C=NC3CC1)C(=O)O)C=NN2)C